CC1=CC=C(OCC(CC=C)ON)C=C1 O-[1-(4-methyl-phenoxymethyl)-but-3-enyl]-hydroxylamine